1-(2-chloro-4-((5-methoxy-2,3-dihydro-[1,4]dioxino[2,3-f]quinazolin-10-yl)oxy)phenyl)-3-cyclohexylurea ClC1=C(C=CC(=C1)OC1=NC=NC2=CC(=C3C(=C12)OCCO3)OC)NC(=O)NC3CCCCC3